N1(CCCC1)CCCC(=O)OC(CCC(=O)O)CCCCCC 4-((4-(pyrrolidin-1-yl)butanoyl)oxy)decanoic Acid